11-benzyl-1,11-diazabicyclo[8.4.0]tetradecane C(C1=CC=CC=C1)N1C2CCCCCCCCN2CCC1